FC1(CCC1)CN1N=CC(=C1)N 1-((1-fluorocyclobutyl)methyl)-1H-pyrazol-4-amine